OC(C(=O)[O-])CCCCCCCCCC HYDROXYDODECANOATE